CC1=C(C(=O)C2=C(C1=O)C(=CC(=C2)OC/C=C(\\C)/CCC=C(C)C)O)OC The molecule is a hydroxy-1,4-naphthoquinone that is 3-methylflaviolin in which the hydroxyl hydrogens at positions 2 and 7 are replaced by methyl and geranyl groups respectively. It has a role as a bacterial metabolite. It is an olefinic compound, a member of phenols, an enol ether and a hydroxy-1,4-naphthoquinone. It derives from a flaviolin.